4-((5-(dimethylamino)thiophen-2-yl)methylene)-3-(perfluoroethyl)isoxazol-5(4H)-one CN(C1=CC=C(S1)C=C1C(=NOC1=O)C(C(F)(F)F)(F)F)C